CCN(CC)C1=CC2=C(C=C1)C=C(C(=O)O2)C(=O)C3=CSC=C3 7-diethylamino-3-thenoylcoumarin